NC1=CC=CC(=N1)S(=O)(=O)NC(=O)C=1C(=NC(=CC1)C1=CC(=CC=C1)OCC(C)C)N1CCC(CC1)C N-[(6-Amino-2-pyridyl)sulfonyl]-6-(3-isobutoxyphenyl)-2-(4-methyl-1-piperidyl)pyridin-3-carboxamid